9,9-dimethyl-N-(2,4,6-trimethylphenyl)-9H-fluoren-2-amine CC1(C2=CC=CC=C2C=2C=CC(=CC12)NC1=C(C=C(C=C1C)C)C)C